N1=CC=C(C=C1)C1=C(C=O)C=C(C=C1)C1=CC=NC=C1 2,5-bis(pyridin-4-yl)benzaldehyde